hexamethylenebis(4-benzoylbenzyldimethyl-ammonium) C(C1=CC=CC=C1)(=O)C1=CC=C(C[N+](CCCCCC[N+](C)(C)CC2=CC=C(C=C2)C(C2=CC=CC=C2)=O)(C)C)C=C1